FC1(CCN(CC1)C1=NC=NC2=CC(=CC=C12)NC1=NC=CC(=N1)C1=CC2=C(N(N=C2C=C1)C)C(C)C)F 4-(4,4-difluoropiperidin-1-yl)-N-(4-(3-isopropyl-2-methyl-2H-indazol-5-yl)pyrimidin-2-yl)quinazolin-7-amine